N-(4-chlorophenyl)-2-[(3-nitro-4-chlorophenylsulfonyl)amino]-5-bromobenzamide ClC1=CC=C(C=C1)NC(C1=C(C=CC(=C1)Br)NS(=O)(=O)C1=CC(=C(C=C1)Cl)[N+](=O)[O-])=O